3-(5-(((3R,5S)-5-fluoropiperidin-3-yl)oxy)-1-oxoisoindolin-2-yl)piperidine-2,6-dione F[C@H]1C[C@H](CNC1)OC=1C=C2CN(C(C2=CC1)=O)C1C(NC(CC1)=O)=O